N-[3-chloro-4-[4-(4-hydroxypiperidine-4-carbonyl)piperazine-1-carbonyl]phenyl]-1-methyl-imidazole-2-carboxamide ClC=1C=C(C=CC1C(=O)N1CCN(CC1)C(=O)C1(CCNCC1)O)NC(=O)C=1N(C=CN1)C